[Ru](I)I.C(C1=CC=CC=C1)(P(C1CCCCC1)(C1CCCCC1)C1CCCCC1)P(C1CCCCC1)(C1CCCCC1)C1CCCCC1 benzylidenebis-(tricyclohexylphosphine) ruthenium diiodide